7-chloro-4-oxo-4,5-dihydrofuro[2,3-d]pyridazine-2-carboxylic acid ClC1=NNC(C2=C1OC(=C2)C(=O)O)=O